ClC=1N=NC(=C(N1)N1CC2(C1)CCN(CC2)C(=O)OC(C)(C)C)OC2=C(C=C(C=C2)F)C=2C(=NC=NC2)C2CC2 tert-butyl 2-(3-chloro-6-(2-(4-cyclopropylpyrimidin-5-yl)-4-fluorophenoxy)-1,2,4-triazin-5-yl)-2,7-diazaspiro[3.5]nonane-7-carboxylate